2-(m-tolyl)propan-2-amine hydrochloride Cl.C1(=CC(=CC=C1)C(C)(C)N)C